Cl.C(C#C)N1CCN(CC1)CC=1C=C2CNCC2=CC1 5-((4-(Prop-2-yn-1-yl)piperazin-1-yl)methyl)isoindoline hydrochloride